ClC1=CC2=C(N=C(N=C2N2C[C@H](N(CC2)C(C=C)=O)C)OC[C@H]2N(CCC2)C)C(=N1)OC1=C2C=NNC2=CC(=C1Cl)F 1-[(2R)-4-(6-chloro-8-[(5-chloro-6-fluoro-1H-indazol-4-yl)oxy]-2-{[(2S)-1-methylpyrrolidin-2-yl]methoxy}pyrido[3,4-d]pyrimidin-4-yl)-2-methylpiperazin-1-yl]prop-2-en-1-one